(S)-3,6,7,7a-tetrahydro-1H-pyrrolo[1,5-a]imidazole-2,5-dione N1[C@H]2N(CC1=O)C(CC2)=O